FC=1C=C(C#N)C=CC1N1CC(N(C2(CN(C2)C2=CC(=CC=C2)NC)C1=O)CC1=CC=C(C=C1)C(F)(F)F)=O 3-fluoro-4-(2-(3-(methylamino)phenyl)-6,9-dioxo-5-(4-(trifluoromethyl)benzyl)-2,5,8-triazaspiro[3.5]nonan-8-yl)benzonitrile